CC(=C)CC1=CC=CC=C1 α-methylethenyl-toluene